C(C)(C)(C)OC(=O)C=1C2=C(SC1)C(=CC=C2)Br 7-bromobenzo[b]thiophene-3-carboxylic acid tert-butyl ester